C1(CC1)C(=O)OCN1C(N(C2=NC(=NC(=C12)CC)N)[C@@H]1O[C@@H]([C@H]([C@H]1OC(C)=O)F)COC(C)=O)=O 1-((ethyl 9-((2R,3S,4R,5R)-3-acetoxy-5-(acetoxymethyl)-4-fluorotetrahydrofuran-2-yl)-2-amino-8-oxo-8,9-dihydro-7H-purin-7-yl) methyl) cyclopropane-1-carboxylate